N1C=NC=NC2=C1C=CC=C2 benzo[1,3,5]triazepine